3-methoxy-8,8-dimethyl-2-azaspiro[4.5]decane-2-carboxylate COC1N(CC2(C1)CCC(CC2)(C)C)C(=O)[O-]